Heptasilan [SiH3][SiH2][SiH2][SiH2][SiH2][SiH2][SiH3]